N-(2-chloro-6-fluoro-phenyl)-2,5-dimethyl-pyrazol-3-amine ClC1=C(C(=CC=C1)F)NC=1N(N=C(C1)C)C